2-propylheptyl acrylate C(C=C)(=O)OCC(CCCCC)CCC